FC1=C(C=NC(=C1)OC)[C@H](CC1=NC(=NC(=N1)N[C@@H](CO)CC(C)C)NS(=O)(=O)C)C N-(4-((S)-2-(4-Fluoro-6-methoxypyridin-3-yl)propyl)-6-(((R)-1-hydroxy-4-methylpentan-2-yl)amino)-1,3,5-triazin-2-yl)methanesulfonamide